CC=1C=C(C=CC1)C(\C=C\CCCC)=O (E)-1-(3-methylphenyl)-2-hepten-1-one